1,1,1-trimethyl-3,3,3-tripropyldisiloxane C[Si](O[Si](CCC)(CCC)CCC)(C)C